N-((2S,3S)-2-(3-bromo-2-fluorobenzyl)pyrrolidin-3-yl)cyclopropanesulfonamide hydrochloride Cl.BrC=1C(=C(C[C@@H]2NCC[C@@H]2NS(=O)(=O)C2CC2)C=CC1)F